C(C)(C)(C)OC(=O)NCC1=CC(=C(C(=C1)C)NC(=O)C1=CC2=C(OCCC3=C2SC=C3)C=C1C=1C(=NC(=CC1)C(NCC1CCCCC1)=O)C(=O)OC)C methyl 3-(9-((4-(((tert-butoxycarbonyl)amino)methyl)-2,6-dimethylphenyl)carbamoyl)-4,5-dihydrobenzo[b]thieno[2,3-d]oxepin-8-yl)-6-((cyclohexylmethyl)carbamoyl)picolinate